OC1CCN(CC1)C1=C(C=C(C(=C1)OC)NC1=NC=CC(=N1)C=1C=C(C2=C(N(C(=N2)C)C(C)C)C1)F)NC(C=C)=O N-(2-(4-hydroxypiperidine-1-yl)-5-((4-(4-fluoro-1-isopropyl-2-methyl-1H-benzo[d]imidazole-6-yl)pyrimidin-2-yl)amino)-4-methoxyphenyl)acrylamide